CN(C(OC1=CC2=CC=CC=C2C=C1)=O)C1=NC=CC=C1 naphthalen-2-yl methyl(pyridin-2-yl)carbamate